N-(trans-3-(4-methylpiperazin-1-yl)cyclobutyl)-5-(1,5-naphthyridin-2-yl)pyrrolo[2,1-f][1,2,4]triazin-2-amine CN1CCN(CC1)[C@@H]1C[C@H](C1)NC1=NN2C(C=N1)=C(C=C2)C2=NC1=CC=CN=C1C=C2